C(N)(=O)N1CCN(CC1)C1=CC=C(C=C1)C(/C=C/C1=CC=C(C=C1)/C=C/C(=O)O)=O (E)-3-[4-[(E)-3-[4-(4-Carbamoylpiperazin-1-yl)phenyl]-3-oxoprop-1-enyl]phenyl]prop-2-enoic acid